[Si](C)(C)(C(C)(C)C)OCCN1CC2=CC(=CC=C2CC1)[N+](=O)[O-] 2-(2-(tert-butyldimethylsilyloxy)ethyl)-7-nitro-1,2,3,4-tetrahydroisoquinoline